ClC=1C=C(C=NC1NC(=O)C1CC1)C#CC=1C=C(C(=O)NC2=CC(=C(C=C2)CN2CCN(CC2)C)C(F)(F)F)C=CC1C 3-((5-chloro-6-(cyclopropanecarboxamido)pyridin-3-yl)ethynyl)-4-methyl-N-(4-((4-methylpiperazin-1-yl)methyl)-3-(trifluoromethyl)phenyl)benzamide